COC1=NC(=CC(=C1)C=1N=C(SC1)NC1=CC=C(C=C1)S(=O)(=O)N)OC 4-((4-(2,6-Dimethoxypyridin-4-yl)thiazol-2-yl)amino)benzenesulfonamide